[Th+4].C(CCC)C1CC(C(CC1)C(=O)[O-])C(=O)[O-].C(CCC)C1CC(C(CC1)C(=O)[O-])C(=O)[O-] 4-n-butylcyclohexane-1,2-dicarboxylic acid, thorium salt